ClC=1C(=NC(=NC1)NC1=C(C=C(C(=C1)C)C=1C[C@@H](N[C@@H](C1)C1CC1)C1CC1)OC(C)C)NC1=C(C=CC=C1)S(=O)(=O)C(C)C 5-chloro-N2-(4-((2R,6R)-2,6-dicyclopropyl-1,2,3,6-tetrahydropyridin-4-yl)-2-isopropoxy-5-methyl-phenyl)-N4-(2-(isopropylsulfonyl)phenyl)pyrimidine-2,4-diamine